3-(1-oxo-5-(((1R,2R)-2-((R)-3-phenylpyrrolidin-1-yl)cyclohexyl)oxy)isoindolin-2-yl)piperidine-2,6-dione O=C1N(CC2=CC(=CC=C12)O[C@H]1[C@@H](CCCC1)N1C[C@H](CC1)C1=CC=CC=C1)C1C(NC(CC1)=O)=O